(E)-2-amino-5-(3-(benzylamino)-3-oxoprop-1-en-1-yl)-4'-sulfamoyl-[1,1'-biphenyl]-3-carboxamide NC1=C(C=C(C=C1C(=O)N)\C=C\C(=O)NCC1=CC=CC=C1)C1=CC=C(C=C1)S(N)(=O)=O